C(C1=CC=CC=C1)(=O)OC[C@H]1O[C@H]([C@@H]([C@H]1CO)OC(C)=O)N1N=CC=2C1=NC(=NC2N2C[C@@H]1[C@H](C2)CCC1)Cl ((2S,3S,4R,5R)-4-acetoxy-5-(6-chloro-4-((3aR,6aS)-hexahydrocyclopenta[c]pyrrol-2(1H)-yl)-1H-pyrazolo[3,4-d]pyrimidin-1-yl)-3-(hydroxymethyl) tetrahydrofuran-2-yl)methyl benzoate